CC1=CC(=NC(=N1)C1COC1)N1CC2(C=3C=NC(=CC31)NC(C)=O)CC2 N-(1'-(6-methyl-2-(oxetan-3-yl)pyrimidin-4-yl)-1',2'-dihydrospiro[cyclopropane-1,3'-pyrrolo[3,2-c]pyridin]-6'-yl)acetamide